tert-butyl 3-methyl-6-(3-methylsulfonylphenyl)-3,4-dihydro-2H-pyridine-1-carboxylate CC1CN(C(=CC1)C1=CC(=CC=C1)S(=O)(=O)C)C(=O)OC(C)(C)C